(tert-butoxy)-3-isopropoxypyridine-2-carbonitrile C(C)(C)(C)OC1=C(C(=NC=C1)C#N)OC(C)C